C(CCCCCCC\C=C/CCCCCCCC)OCC(CC1N(CCNC1)C)OCCCCCCCC\C=C/CCCCCCCC 1,2-dioleyloxy-3-(N-methylpiperazinyl)propane